(2R)-N-(7-chloro-6-((3S,4S)-4-(4-hydroxy-3-methyltetrahydrofuran-3-yl)piperazin-1-yl)isoquinolin-3-yl)-5,5-difluorotetrahydro-2H-pyran-2-carboxamide ClC1=C(C=C2C=C(N=CC2=C1)NC(=O)[C@@H]1OCC(CC1)(F)F)N1CCN(CC1)[C@]1(COC[C@H]1O)C